CC=1N=C2N(C=CC=3[C@H]([C@@H]([C@H](NC23)C2=CC=CC=C2)O)O)C1C (7R,8R,9R)-2,3-dimethyl-7,8-dihydroxy-9-phenyl-7,8,9,10-tetrahydro-imidazo[1,2-h][1,7]naphthyridine